2-methyl-2,3,4,5-tetrahydro-1H-benzofuro[2,3-c]azepine CN1CC2=C(CCC1)C1=C(O2)C=CC=C1